C[Si](C#CC1=CC=C(C=C1)CCC)(C)C trimethyl-((4-propylphenyl)ethynyl)silane